[N+](=O)([O-])C1=CC=C(OP(=O)(OC=2C=NC=CC2)N[C@@H](C)C(=O)OC)C=C1 methyl ((4-nitrophenoxy)(pyridin-3-yloxy)phosphoryl)-L-alaninate